[Na+].C(CCCCCCCC)(=O)C1=C(C=CC=C1)S(=O)(=O)[O-] nonoylbenzenesulfonic acid sodium salt